4-Nitrophenyl 3-(((2,5-bis(trifluoromethyl)pyrazolo[1,5-a]pyrimidin-7-yl)amino)methyl)-3-(4-fluorophenyl)azetidine-1-carboxylate FC(C1=NN2C(N=C(C=C2NCC2(CN(C2)C(=O)OC2=CC=C(C=C2)[N+](=O)[O-])C2=CC=C(C=C2)F)C(F)(F)F)=C1)(F)F